C(C)(C)(C)[Si](O[C@H]1CCC2=C(C=CC=C12)C1=C(C=C(OCCC(C)(O)C)C=C1C)C)(C)C 4-{4-[(S)-1-(tert-butyl-dimethyl-silanyloxy)-indan-4-yl]-3,5-dimethyl-phenoxy}-2-methyl-butan-2-ol